2-chloro-5-methoxy-N-methyl-N-((4-(1-methyl-4-(trifluoromethyl)-1H-imidazol-2-yl)bicyclo[2.2.2]octan-1-yl)methyl)pyrimidin-4-amine ClC1=NC=C(C(=N1)N(CC12CCC(CC1)(CC2)C=2N(C=C(N2)C(F)(F)F)C)C)OC